(1S,2S)-N-(6-(5-ethyl-6-fluoro-7-(isopropylamino)-1H-indazol-4-yl)imidazo[1,2-a]pyrazin-2-yl)-2-fluorocyclopropane-1-carboxamide C(C)C=1C(=C2C=NNC2=C(C1F)NC(C)C)C=1N=CC=2N(C1)C=C(N2)NC(=O)[C@H]2[C@H](C2)F